CC1(CN(C(C=C1)=O)C(/C=C/C1CCN(CC1)C(=O)NC1=CC=C(C=C1)F)=O)C (E)-4-(3-(3,3-dimethyl-6-oxo-3,6-dihydropyridin-1(2H)-yl)-3-oxoprop-1-en-1-yl)-N-(4-fluorophenyl)piperidine-1-carboxamide